N1(C=CC=C1)C1=C(C(=O)O)C=CC=C1N1CC(C1)OC1=CC=C(C=C1)COC=1SC=CC1 2-(1H-pyrrol-1-yl)-3-(3-(4-((thiophen-2-yloxy)methyl)phenoxy)azetidin-1-yl)benzoic acid